C(CCC)C1=NC=NN1CC1=CC=C(C=C1)C=C 5-butyl-1-(4-vinylbenzyl)-1H-1,2,4-triazole